7-(2,4-difluorophenyl)-8-iodo-6-(trifluoromethyl)-1H-quinazoline-2,4-dione FC1=C(C=CC(=C1)F)C1=C(C=C2C(NC(NC2=C1I)=O)=O)C(F)(F)F